1-[3-chloro-5-(2-aminoethylamino)phenyl]-3-(3,5-dichloro-2-hydroxymethylphenyl)urea ClC=1C=C(C=C(C1)NCCN)NC(=O)NC1=C(C(=CC(=C1)Cl)Cl)CO